N[C@H](CC1=C(C=2N=NC(=C(C2S1)NCC=1SC=CC1)Br)C)C 6-[(2S)-2-aminopropyl]-3-bromo-7-methyl-N-[(thiophen-2-yl)methyl]thieno[3,2-c]pyridazin-4-amine